4'-Chloro-1,2,3,6-tetrahydro-[1,1'-biphenyl]-4-yl trifluoromethanesulfonate FC(S(=O)(=O)OC=1CCC(CC1)C1=CC=C(C=C1)Cl)(F)F